FC1=C(C=CC=C1C(F)(F)F)NC=1C2=C(N=CN1)C=CC(=N2)N2[C@@H]1CN([C@H](C2)C1)C(=O)OC(C)(C)C tert-Butyl (1S,4S)-5-(4-((2-fluoro-3-(trifluoromethyl)phenyl)amino)pyrido[3,2-d]pyrimidin-6-yl)-2,5-diazabicyclo[2.2.1]heptane-2-carboxylate